C1(CCCC1)N1CCN(CC1)C1=CC=C2C(CN(CC2=C1)C(=O)C1=CC=C(C=C1)N1CCCC1)(C)C (7-(4-cyclopentylpiperazin-1-yl)-4,4-dimethyl-3,4-dihydroisoquinolin-2(1H)-yl)(4-(pyrrolidin-1-yl)phenyl)methanone